3,5-DICHLORO-2-[(5-CHLORO-1-METHYL-1H-IMIDAZOL-2-YL)METHOXY]BENZALDEHYDE ClC=1C(=C(C=O)C=C(C1)Cl)OCC=1N(C(=CN1)Cl)C